C(C)(C)(C)OC(=O)N1CC(N(CC1)C1=CC(=CC=C1)N1C(C=CC(=C1)C(N[C@H](C)C1=CC(=CC(=C1)C(F)(F)F)N)=O)=O)=O 4-[3-[5-[[(1R)-1-[3-amino-5-(trifluoromethyl)phenyl]ethyl]carbamoyl]-2-oxo-1-pyridinyl]phenyl]-3-oxo-piperazine-1-carboxylic acid tert-butyl ester